N7-(6-amino-pyrimidin-4-yl)-3,N5-dimethyl-N5-(3-methyl-tetrahydro-pyran-4-yl)-3H-imidazo[4,5-b]pyridine-5,7-diamine NC1=CC(=NC=N1)NC1=C2C(=NC(=C1)N(C1C(COCC1)C)C)N(C=N2)C